2-(2,4-Difluorophenyl)-N-[(3S)-9-fluoro-2-oxo-5-phenyl-1,3-dihydro-1,4-benzodiazepin-3-yl]pyrazolo[1,5-a]pyrimidine FC1=C(C=CC(=C1)F)C1N(N2C(N=CC=C2)=C1)[C@H]1C(NC2=C(C(=N1)C1=CC=CC=C1)C=CC=C2F)=O